(2R,4R)-N-[2-[(4,4-difluorocyclohexyl)amino]-1-(2-fluoro-3-pyridyl)-2-oxo-ethyl]-4-hydroxy-4-methyl-N-[4-(pentafluoro-λ6-sulfanyl)phenyl]pyrrolidine-2-carboxamide FC1(CCC(CC1)NC(C(C=1C(=NC=CC1)F)N(C(=O)[C@@H]1NC[C@](C1)(C)O)C1=CC=C(C=C1)S(F)(F)(F)(F)F)=O)F